F[B-](F)(F)F.C(C)(C)(C)P(O)(O)=O.[Na+] sodium t-butylphosphonate tetrafluoroborate